C(=O)O.N[C@@H]1[C@@H](OCC12CCN(CC2)C=2N=CC(=NC2)S(=O)(=O)C2=C(C1=C(N=S(C1)(C)=O)C=C2)Cl)C 5-((5-((3S,4S)-4-Amino-3-methyl-2-oxa-8-azaspiro[4.5]dec-8-yl)pyrazin-2-yl)Sulfuryl)-4-chloro-2-methyl-3H-2λ4-benzo[c]isothiazole 2-oxide formate